(2S)-2-(tert-butoxy)-2-(7-(4-chlorophenyl)-5-methyl-2-(1-methyl-3-(1-(oxetan-2-ylmethyl)piperidin-4-yl)-1H-indazol-5-yl)benzo[d]thiazol-6-yl)acetic acid C(C)(C)(C)O[C@H](C(=O)O)C1=C(C2=C(N=C(S2)C=2C=C3C(=NN(C3=CC2)C)C2CCN(CC2)CC2OCC2)C=C1C)C1=CC=C(C=C1)Cl